(2S,4S)-4-(2-(6-aminopyridin-3-yl)acetamido)-1-(2-methylbenzofuro[3,2-d]pyrimidin-4-yl)pyrrolidine-2-carboxylic acid NC1=CC=C(C=N1)CC(=O)N[C@H]1C[C@H](N(C1)C=1C2=C(N=C(N1)C)C1=C(O2)C=CC=C1)C(=O)O